C(C)(=O)N1C(C(C=C1C1=CC=CC=C1)(C)CS(=O)(=O)C1=CC(=CC=C1)Br)=O 1-acetyl-3-(((3-bromophenyl)sulfonyl)methyl)-3-methyl-5-phenyl-1,3-dihydro-2H-pyrrole-2-one